C(#N)C=1C=C(C(=NC1)C1=CC=C(C=N1)CNC(OC(C)(C)C)=O)OC=1N(N=C(C1)C1=NC=CC=C1)C tert-Butyl N-[[6-[5-cyano-3-(2-methyl-5-pyridin-2-ylpyrazol-3-yl)oxypyridin-2-yl]pyridin-3-yl]methyl]carbamate